5-Bromo-3-chloro-2-nitro-N-(oxetan-2-ylmethyl)aniline BrC=1C=C(C(=C(NCC2OCC2)C1)[N+](=O)[O-])Cl